hydroxysilane O[SiH3]